14-amino-3,6,9,12-tetraoxatetradecane NCCOCCOCCOCCOCC